N=1C(N=CC=2C1N=CC2)=O Pyrrolo[2,3-d]Pyrimidine-2-one